OC1=CC=C(C=C1)C(\C=C\C1=CC(=C(C=C1)OC)COCC(C(F)F)(F)F)=O (E)-1-(4-Hydroxyphenyl)-3-[4-methoxy-3-(2,2,3,3-tetrafluoropropoxymethyl)phenyl]prop-2-en-1-one